CC1NC2=CC=CC=C2C(=C1)C 2,4-dimethyl-1,2-dihydroquinoline